FC=1C=C2C(=NNC2=CC1OCCOC)C1=CC(=NO1)C1=CC=C(C=C1)C(=O)N1CC(C1)C1=CC=NC=C1 5-fluoro-6-(2-methoxyethoxy)-3-(3-{4-[3-(pyridin-4-yl)azetidine-1-carbonyl]phenyl}-1,2-oxazol-5-yl)-1H-indazole